ethyl 2-[(2S)-2-(tert-butoxycarbonylamino)propoxy]thiazole-4-carboxylate C(C)(C)(C)OC(=O)N[C@H](COC=1SC=C(N1)C(=O)OCC)C